P(=O)(OCCC(C(C(C(C(C(C(C(C(C(F)(F)F)(F)F)(F)F)(F)F)(F)F)(F)F)(F)F)(F)F)(F)F)(F)F)(OCCC(C(C(C(C(C(C(C(C(C(F)(F)F)(F)F)(F)F)(F)F)(F)F)(F)F)(F)F)(F)F)(F)F)(F)F)OCCC(C(C(C(C(C(C(C(C(C(F)(F)F)(F)F)(F)F)(F)F)(F)F)(F)F)(F)F)(F)F)(F)F)(F)F tris(2-(perfluorodecyl) ethyl) phosphate